CC(C(=O)OCCOC(C(=C)C)=O)=C ethane-1,2-diyl bis(2-methylacrylate)